N1CCOC=2C=NC=3C=CC=CC3C21 2,3-dihydro-1H-[1,4]oxazino[2,3-c]quinolin